ethyl 1-(2,4-dimethoxybenzyl)-6-hydroxy-1H-pyrazolo[3,4-b]pyridine-4-carboxylate COC1=C(CN2N=CC3=C2N=C(C=C3C(=O)OCC)O)C=CC(=C1)OC